Cl.CN(CCCN=C=NC)C N,N-dimethyl-3-(((methylimino)methylene)amino)propan-1-amine hydrochloride